(3R,4S)-3-cyclopropyl-4-methyl-1-[6-(1-methylpyrazol-4-yl)-2,1-benzothiazol-4-yl]-2-oxopyrrolidine-3-carbonitrile C1(CC1)[C@]1(C(N(C[C@H]1C)C1=CC(=CC=2C1=CSN2)C=2C=NN(C2)C)=O)C#N